1-[(3-methoxyphenyl)methyl]-4-nitro-1H-indazole COC=1C=C(C=CC1)CN1N=CC2=C(C=CC=C12)[N+](=O)[O-]